1-(3-((8-((3-Methyl-4-((1-methyl-1H-benzo[d]imidazol-5-yl)oxy)phenyl)amino)pyrimido[5,4-d]pyrimidin-2-yl)oxy)-8-azabicyclo[3.2.1]octan-8-yl)prop-2-en-1-one CC=1C=C(C=CC1OC1=CC2=C(N(C=N2)C)C=C1)NC1=NC=NC2=C1N=C(N=C2)OC2CC1CCC(C2)N1C(C=C)=O